tert-butyl 4-[3-carbamoyl-2-(4-phenoxyphenyl)-2,4,5,6-tetrahydro-7H-pyrazolo[3,4-b]pyrazin-7-yl]piperidine-1-carboxylate C(N)(=O)C=1N(N=C2N(CCNC21)C2CCN(CC2)C(=O)OC(C)(C)C)C2=CC=C(C=C2)OC2=CC=CC=C2